N-(3-((6-(4H-1,2,4-triazol-4-yl)-1H-indazol-4-yl)amino)propyl)-3-(((1-methyl-5-(trifluoromethyl)-1H-indol-2-yl)methyl)amino)propanamide N=1N=CN(C1)C1=CC(=C2C=NNC2=C1)NCCCNC(CCNCC=1N(C2=CC=C(C=C2C1)C(F)(F)F)C)=O